6-tert-butyl-5-chloro-2-hydroxy-pyridine-3-carbonitrile C(C)(C)(C)C1=C(C=C(C(=N1)O)C#N)Cl